C(C=C(C)C)(=O)C(O)(C[N+](C)(C)C)CC([O-])=O isopentenoyl-carnitine